FC=1C=C(C=C(C1)F)[C@@H](CC)N1[C@H](CCC1)C(=O)N ((1R)-1-(3,5-difluorophenyl)propyl)-D-prolinamide